OC1=C(C=CC(=C1)C(F)(F)F)C1=C(C(=C(N=N1)N[C@H]1CN(CCC1)CC12CC(C1)(C2)O)C)C (R)-3-((3-((6-(2-Hydroxy-4-(trifluoromethyl)phenyl)-4,5-dimethylpyridazin-3-yl)amino)piperidin-1-yl)methyl)bicyclo[1.1.1]pentan-1-ol